N-[5-(2-fluoroethoxy)-4,6-dimethoxy-pyrimidin-2-yl]-6-methyl-1H-pyrrolo[2,3-b]pyridine-3-sulfonamide FCCOC=1C(=NC(=NC1OC)NS(=O)(=O)C1=CNC2=NC(=CC=C21)C)OC